OC(=O)C(COC(=O)CC12CCC(C=C1)C2)O 2-Hydroxycarbonyl-2-hydroxyethoxycarbonylmethylbicyclo[2.2.1]Hept-5-ene